2-bromo-N-(4-chloro-2,5-dimethoxyphenyl)acetamide BrCC(=O)NC1=C(C=C(C(=C1)OC)Cl)OC